(R)-6-ethyl-2'-hydroxy-6'-methoxy-[1,1'-biphenyl]-2-carbonitrile C(C)C=1C=CC=C(C1C1=C(C=CC=C1OC)O)C#N